COC1=C(C(=O)NC=2OC(=NN2)C2=CC=CC=C2)C=CC(=C1)OC 2,4-dimethoxy-N-(5-phenyl-1,3,4-oxadiazol-2-yl)benzamide